C(C)(C)(C)OOC(C)(C)C1=CC=C(C=C1)C(C)(C)OOC(C)(C)C 1,4-bis-(tert-butylperoxyisopropyl)-benzene